N(=[N+]=[N-])C1CN(CCC2=C1C=C(C=C2)Br)S(=O)(=O)C 1-azido-8-bromo-3-(methylsulfonyl)-2,3,4,5-tetrahydro-1H-benzo[d]azepine